[C@@H]12CC(CC(CC1)N2)OC2=CC=C(OCC1=C(C=CC=C1)NC(=O)C1=CC3=C(N1C)C=CS3)C=C2 N-[2-[[4-[[(1S,SR)-8-azabicyclo[3.2.1]octan-3-yl]oxy]phenoxy]methyl]phenyl]-4-methyl-thieno[3,2-b]pyrrole-5-carboxamide